(3S)-N-(1-(2-((5-Chloro-4-fluoro-2,3-dihydro-1H-inden-2-yl)amino)pyrimidin-5-yl)-2,2,2-trifluoroethyl)-N-methyl-5-oxopyrrolidine-3-carboxamide ClC=1C(=C2CC(CC2=CC1)NC1=NC=C(C=N1)C(C(F)(F)F)N(C(=O)[C@@H]1CNC(C1)=O)C)F